ClC1=C(C=CC=C1C1=C(C(=NC=C1)C1=CC2=C(CNCCS2(=O)=O)C=C1)Cl)C1=NC(=C(C=O)C=C1)OC 6-(2-chloro-3-(3-chloro-2-(1,1-dioxido-2,3,4,5-tetrahydrobenzo[f][1,4]thiazepin-8-yl)pyridin-4-yl)phenyl)-2-methoxynicotinaldehyde